5-(2-(7-(3-fluoro-4-(trifluoromethyl)phenoxy)-3,4-dihydroisoquinolin-2(1H)-yl)-2-oxoeth-yl)-2,4-dihydro-3H-1,2,4-triazol-3-one FC=1C=C(OC2=CC=C3CCN(CC3=C2)C(CC=2NC(NN2)=O)=O)C=CC1C(F)(F)F